ClC1=CC(=NC(=C1)N1CCOCC1)N1C(CCC1)=O 1-[4-chloro-6-(morpholin-4-yl)pyridin-2-yl]pyrrolidin-2-one